BrC1=NC(=CC(=C1)C(CNC[C@H]1CCC(N1)=O)O)Cl (5R)-5-(((2-(2-bromo-6-chloropyridin-4-yl)-2-hydroxyethyl)amino)methyl)pyrrolidin-2-one